[NH3+]CCCN1[N+](=CC=C1)C 1-(3-ammoniopropyl)-2-methyl-1H-pyrazol-2-ium